CCCCCCCCCCCCCCCCCCOC[C@H](COP(=O)([O-])OCC[N+](C)(C)C)OC(=O)CCCCCCC/C=C\C/C=C\CCCCC 1-octadecyl-2-(9Z,12Z-octadecadienoyl)-glycero-3-phosphocholine